5-[(2,4-dichlorobenzyl)methylamino]-2-pyridin-2-yl-4,5,6,7-tetrahydro-2H-indazol-3-ol hydrochloride Cl.ClC1=C(CN(C2CC3=C(N(N=C3CC2)C2=NC=CC=C2)O)C)C=CC(=C1)Cl